nitric acid, sodium salt [Na+].[N+](=O)([O-])[O-]